OCCN(CCCCCCCC(=O)OC(CCCCCCCC)CCCCCCCC)CCCCCOC(=O)OCCCCCCCC(C)C heptadecan-9-yl 8-((2-hydroxyethyl)(5-((((8-methylnonyl)oxy)carbonyl)oxy)pentyl)amino)octanoate